2-(2,6-dioxopiperidin-3-yl)-5-(methyl((1R,2S)-1-(methylamino)-2,3-dihydro-1H-inden-2-yl)amino)isoindoline-1,3-dione O=C1NC(CCC1N1C(C2=CC=C(C=C2C1=O)N([C@@H]1[C@@H](C2=CC=CC=C2C1)NC)C)=O)=O